((1R)-1-(3-((3-methoxybenzyl)amino)-2-methyl-3-oxopropionamido)-2-(p-tolyl)ethyl)boric acid COC=1C=C(CNC(C(C(=O)N[C@@H](CC2=CC=C(C=C2)C)OB(O)O)C)=O)C=CC1